C(CCCCCCCCCCCCCCCCCCCCC)S behenyl thiol